ethyl-thioninium C(C)C=1[SH+]C=CC=CC=CC1